benzoate (benzyl benzoate) C(C1=CC=CC=C1)C1=C(C(=O)O)C=CC=C1.C(C1=CC=CC=C1)(=O)O